C(C1=CC=CC=C1)NC1=CC=C(C=C1)B(O)O 4-(BENZYLAMINO)PHENYLBORONIC ACID